cyclopropyl-[(5R,7S)-5-ethyl-7-fluoro-6,7-dihydro-5H-pyrrolo[1,2-b][1,2,4]triazol-2-yl]methanone C1(CC1)C(=O)C=1N=C2N(N1)[C@@H](C[C@@H]2F)CC